benzyl{(5S)-5-[(tert-butoxycarbonyl)amino]-6-[(2-thienylacetyl) (2-thienylmethyl)amino]hexyl}carbamate C(C1=CC=CC=C1)OC(NCCCC[C@@H](CN(CC=1SC=CC1)C(CC=1SC=CC1)=O)NC(=O)OC(C)(C)C)=O